BrC=1C=C(C=CC1)C1(CCC1)CC1=NN=CN1C 3-{[1-(3-bromophenyl)cyclobutyl]-methyl}-4-methyl-1,2,4-triazole